P(=O)(OC(CCCCCC)C)(OCC(CCCC)CC)O (1-methylheptyl) (2-ethylhexyl) hydrogen phosphate